4-bromo-6-chloro-3-tetrahydropyran-4-yl-quinoline BrC1=C(C=NC2=CC=C(C=C12)Cl)C1CCOCC1